Sodium 5-acetamido-2,6-anhydro-4-(2H-indazol-2-yl)-3,4,5-trideoxy-D-glycero-D-galacto-non-2-enonate C(C)(=O)N[C@@H]1[C@H](C=C(C(=O)[O-])O[C@H]1[C@H](O)[C@H](O)CO)N1N=C2C=CC=CC2=C1.[Na+]